FC1=CC=C(C=C1)NC(=O)C1=NN(C(C=C1C)=O)C1=CC(=C(C=C1)OC1=CC=NC2=CC(=C(C=C12)OC)OCCCN1CCN(CC1)C)F N-(4-fluorophenyl)-1-(3-fluoro-4-{6-methoxy-7-[3-(4-methyl-1-piperazinyl)propoxy]quinolin-4-yloxy}phenyl)-4-methyl-6-oxo-1,6-dihydropyridazine-3-carboxamide